COC1=C(C=CC(=C1)C1=CN=NN1C)NC=1N=CC2=C(N1)C(=NC(=C2)C)NCC2(COCC2)C N2-(2-methoxy-4-(1-methyl-1H-1,2,3-triazol-5-yl)phenyl)-6-methyl-N8-((3-methyltetrahydrofuran-3-yl)methyl)pyrido[3,4-d]pyrimidine-2,8-diamine